C(#N)N=S(=O)(NC(NC1=C2CCCC2=CC=2CCCC12)=O)\C=C\[C@]1(NCCC1)C (E)-N'-cyano-N-((1,2,3,5,6,7-hexahydro-s-indacen-4-yl)carbamoyl)-2-((S)-2-methylpyrrolidin-2-yl)ethene-1-sulfonimidamide